5-((1S,2S)-2-(cyclobutylamino)cyclopropyl)-N-(tetrahydro-2H-pyran-4-yl)thiophene-3-carboxamide C1(CCC1)N[C@@H]1[C@H](C1)C1=CC(=CS1)C(=O)NC1CCOCC1